BrC1=CC=C(C2=CC=CC=C12)[C@@H](C)NC(=O)C=1C=C(C=CC1C)N[C@H]1CN(C[C@H]1O)C(=O)OC(C)(C)C tert-butyl (3S,4R)-3-((3-(((R)-1-(4-bromonaphthalen-1-yl)ethyl)carbamoyl)-4-methylphenyl)amino)-4-hydroxypyrrolidine-1-carboxylate